4-chloro-N-(1,1-difluorospiro[2.5]octan-6-yl)-1H-pyrrolo[2,3-c]pyridine-2-carboxamide ClC1=C2C(=CN=C1)NC(=C2)C(=O)NC2CCC1(CC1(F)F)CC2